7-iodonaphthalene-1,3-diylbis(2,2-dimethylpropionate) IC1=CC=C2C=C(C=C(C2=C1)CC(C(=O)[O-])(C)C)CC(C(=O)[O-])(C)C